2,2-dimethyl-2-silapentane-5-sulfonic acid sodium salt [Na+].C[Si](C)(CCCS(=O)(=O)[O-])C